CC1=C2N(CCNC2=CC=C1)S(=O)(=O)C1=C(C=CC(=C1)N1C=NC(=C1)C)C 5-methyl-4-[2-methyl-5-(4-methylimidazol-1-yl)phenyl]sulfonyl-2,3-dihydro-1H-quinoxaline